N-(4-amino-2-tetrahydropyran-2-yl-pyrazolo[4,3-c]pyridin-7-yl)-N'-cyclopropyl-N'-[[4-(trifluoromethyl)phenyl]methyl]oxamide NC1=NC=C(C=2C1=CN(N2)C2OCCCC2)NC(=O)C(=O)N(CC2=CC=C(C=C2)C(F)(F)F)C2CC2